3'-(4-acryloyl-3-methylmorpholin-3-yl)-5'-chloro-4-fluoro-[1,1'-biphenyl]-3-carboxamide C(C=C)(=O)N1C(COCC1)(C)C=1C=C(C=C(C1)Cl)C1=CC(=C(C=C1)F)C(=O)N